COC=1C=C(C=CC1)S(=O)(=O)[C@]12C(OC[C@@H]2C1)=O (1R,5S)-1-((3-methoxy-phenyl)sulfonyl)-3-oxabicyclo[3.1.0]hexan-2-one